C(C)(C)N1N=CC=2C1=NC(=CC2)NC2=NC=C(C(=C2)N2C[C@H](CCC2)NC(OC(C)(C)C)=O)C=2C=NN(C2)C2CCOCC2 tert-Butyl (S)-(1-(2-((1-isopropyl-1H-pyrazolo[3,4-b]pyridin-6-yl)amino)-5-(1-(tetrahydro-2H-pyran-4-yl)-1H-pyrazol-4-yl)pyridin-4-yl)piperidin-3-yl)carbamate